ClC1=CC(=C(C=C1)C=1C=2N(N=C(C1)[C@H]1C[C@H](OCC1)C1=CN(C(C=C1)=O)CC)C(C(=C(N2)C)C)=O)F 9-(4-chloro-2-fluoro-phenyl)-7-[(2S,4R)-2-(1-ethyl-6-keto-3-pyridyl)tetrahydropyran-4-yl]-2,3-dimethyl-pyrimido[1,2-b]pyridazin-4-one